N-(3-(2,4-dioxotetrahydropyrimidin-1(2H)-yl)-1-methyl-1H-indazol-7-yl)propionamide O=C1N(CCC(N1)=O)C1=NN(C2=C(C=CC=C12)NC(CC)=O)C